(R)-N-((S)-4,6-difluoro-1,3-dihydrospiro[indene-2,4'-piperidine]-1-yl)-2-methylpropane-2-sulfinamide FC1=C2CC3(CCNCC3)[C@@H](C2=CC(=C1)F)N[S@](=O)C(C)(C)C